1-(4-nitrophenoxy)propan-2-one [N+](=O)([O-])C1=CC=C(OCC(C)=O)C=C1